C(C)(C)(C)C1=NCC=C(C1)C=1C=C2CN(C(C2=CC1)=O)C1C(NC(CC1)=O)=O tert-butyl-4-(2-(2,6-dioxopiperidin-3-yl)-1-oxoisoindolin-5-yl)-3,6-dihydropyridine